3-(3-((6-fluoro-2-oxido-1,3-dihydrobenzo[c]thiophen-5-yl)amino)-1H-pyrazol-5-yl)cyclopentyl isopropylcarbamate C(C)(C)NC(OC1CC(CC1)C1=CC(=NN1)NC1=CC2=C(CS(C2)=O)C=C1F)=O